Cl.NCCS(=O)(=O)NC1=CC(=NN1C)C 2-amino-N-(1,3-dimethyl-1H-pyrazol-5-yl)ethane-1-sulfonamide hydrochloride